2-((5-(5-(difluoromethyl)-1,3,4-oxadiazole-2-yl)pyrimidine-2-yl)methyl)-4,4-dimethyl-6-(1,2,3,6-tetrahydropyridine-4-yl)isoquinoline-1,3(2H,4H)-dione FC(C1=NN=C(O1)C=1C=NC(=NC1)CN1C(C2=CC=C(C=C2C(C1=O)(C)C)C=1CCNCC1)=O)F